2-(((R)-1-(2-cyano-3-((((S)-2,2-difluoro-1-methylcyclopropyl)methyl)amino)-7-methylquinoxalin-5-yl)ethyl)amino)benzoic acid C(#N)C1=NC2=CC(=CC(=C2N=C1NC[C@]1(C(C1)(F)F)C)[C@@H](C)NC1=C(C(=O)O)C=CC=C1)C